C(C)N1N=C(C=C1)C1=CC=C(C=C1)C(F)(F)F 1-Ethyl-3-(4-(trifluoromethyl)phenyl)-1H-pyrazole